NC1=C(C(N(C2=CC(=CC=C12)C(F)(F)F)C1CCCCC1)=O)C(=O)OC methyl 4-amino-1-cyclohexyl-2-oxo-7-(trifluoromethyl)-1,2-dihydroquinoline-3-carboxylate